Cl.Cl.N(N)CC1=CC=CC(=N1)N 6-(hydrazineylmethyl)pyridin-2-amine dihydrochloride